ClC1=CC=C(C=N1)NC(=O)NC=1C=NC(=CC1)Cl N,N'-bis(6-chloropyridin-3-yl)urea